((3-methylazetidin-3-yl)methoxy)benzonitrile CC1(CNC1)COC1=C(C#N)C=CC=C1